[(1-methyl-2,2-dioxo-3H-2,1-benzothiazol-5-yl)amino]pyrazine-2-carboxamide CN1S(CC2=C1C=CC(=C2)NC=2C(=NC=CN2)C(=O)N)(=O)=O